(1-pyrrolidinyl)propionic acid N1(CCCC1)C(C(=O)O)C